ClC1=NC=C(C(=N1)Cl)CI 2,4-dichloro-5-(iodomethyl)pyrimidine